O=C1NC(CCC1C1=CC=C(N=N1)N1CCC(CC1)C(=O)OC(C)(C)C)=O tert-butyl 1-[6-(2,6-dioxopiperidin-3-yl)pyridazin-3-yl]piperidine-4-carboxylate